N-(4-hydroxybutyl)-N-methyl-carbamic acid tert-butyl ester C(C)(C)(C)OC(N(C)CCCCO)=O